CC1=NC2=CC=C(C=C2C(=N1)N)O[C@@H]1COCC1 2-methyl-6-[(3S)-oxolan-3-yl]oxyquinazolin-4-amine